CC1(CC2=CC=C(C=C2C1)C)C(C)O 1-(2,5-dimethyl-2-indan-yl)-1-ethanol